[4-[(tert-Butyldimethylsilyl)oxy]butyl]-7-(1H-pyrazol-3-yl)quinolin-1-ium-1-ol [Si](C)(C)(C(C)(C)C)OCCCCC1=[N+](C2=CC(=CC=C2C=C1)C1=NNC=C1)O